3-(5-methyl-6-oxo-1-tetrahydropyran-2-yl-pyridazin-4-yl)propyl methanesulfonate CS(=O)(=O)OCCCC=1C=NN(C(C1C)=O)C1OCCCC1